pentazocine caprate OC(=O)CCCCCCCCC.OC1=CC=2C3(C)C(C)C(CC2C=C1)N(CC=C(C)C)CC3